N1=C(C=NC=C1)\C=N\NC(OC(C)(C)C)=O tert-Butyl N-[(E)-pyrazin-2-ylmethyleneamino]carbamate